3-(4-chloro-3-methylphenyl)-1-cyclopropyl-5-(2-(3-fluoro-3-methylazetidin-1-yl)-2-oxoethyl)-1,5-dihydro-4H-pyrrolo[3,2-c]pyridin-4-one ClC1=C(C=C(C=C1)C1=CN(C2=C1C(N(C=C2)CC(=O)N2CC(C2)(C)F)=O)C2CC2)C